C(C=C)N1CN(CN(C1)CC=C)CC=C 1,3,5-tri-2-propenyl-1,3,5-triazine